NC1=NC=C(C2=C1C=NN2)NC(C(N2[C@@H](CC[C@@H](C2)C)C=2N(N=CC2)CC)=O)=O |r| Racemic-N-(4-amino-1H-pyrazolo[4,3-c]pyridin-7-yl)-2-oxo-2-[rac-(2S,5S)-2-(2-ethylpyrazol-3-yl)-5-methyl-1-piperidyl]acetamide